1-((R)-2,2-difluorocyclobutyl)-N-((R)-1-(3-(difluoromethyl)-2-fluorophenyl)ethyl)-4-(((1R,5s,8R)-3-methyl-3-azabicyclo[3.2.1]oct-8-yl)amino)-6-oxo-1,6-dihydropyridine-3-carboxamide FC1([C@@H](CC1)N1C=C(C(=CC1=O)NC1[C@H]2CN(C[C@@H]1CC2)C)C(=O)N[C@H](C)C2=C(C(=CC=C2)C(F)F)F)F